ClC1=C(C=CC(=C1)CNC=1N=NN(C1)CCCCNC1=NC2=C(C3=CN=CC=C13)C=CC(=C2)C(=O)OC)C2=CC=CC=C2 Methyl 5-((4-(4-(((2-chloro-[1,1'-biphenyl]-4-yl)methyl)amino)-1H-1,2,3-triazol-1-yl)butyl)amino)benzo[c][2,6]naphthyridine-8-carboxylate